C(C)(C)S(=O)(=O)N1[C@H](C[C@@H](CC1)CC1=CC=2N(C=C1)N=CC2N2C(NC(CC2)=O)=O)C 1-(5-(((2S,4R)-1-(isopropylsulfonyl)-2-methylpiperidin-4-yl)methyl)pyrazolo[1,5-a]pyridin-3-yl)dihydropyrimidine-2,4(1H,3H)-dione